tert-butyl 6,7-dihydrooxazolo[4,5-c]pyridine-5(4H)-carboxylate O1C=NC=2CN(CCC21)C(=O)OC(C)(C)C